(1s,4s)-4-((5-(1-(2,2-difluoroethyl)-4-fluoro-1H-benzo[d]imidazol-6-yl)-6-fluoro-4-methoxypyrrolo[2,1-f][1,2,4]triazin-2-yl)amino)-1-methylcyclohexan-1-ol FC(CN1C=NC2=C1C=C(C=C2F)C=2C(=CN1N=C(N=C(C12)OC)NC1CCC(CC1)(O)C)F)F